C[C@@]1(N(C[C@@H](C1)O)C([C@H](C(C)(C)C)NC(=O)C1(CC1)F)=O)C(=O)OC1(CCC1)CO 1-(hydroxymethyl)cyclobutan-1-ol (2S,4R)-methyl-1-((S)-2-(1-fluorocyclopropanecarboxamido)-3,3-dimethylbutanoyl)-4-hydroxypyrrolidine-2-carboxylate